2-(2-chloro-6-fluorophenyl)-2-[(2-piperidine-4-ylethyl)amino]-N-(2-pyridine-4-ylethyl)acetamid tripotassium hydrogen phosphate P(=O)(O)([O-])[O-].[K+].[K+].[K+].ClC1=C(C(=CC=C1)F)C(C(=O)NCCC1=CC=NC=C1)NCCC1CCNCC1